(2S)-1-benzyloxycarbonyl-4-oxopyrrolidine-2-carboxylic acid C(C1=CC=CC=C1)OC(=O)N1[C@@H](CC(C1)=O)C(=O)O